BrC=1C=C(NC1)C(=O)NC1=CC=CC=C1 4-bromo-N-phenyl-1H-pyrrole-2-carboxamide